C1(CC1)N1N=C(N=C1)C1(CCN(CC1)C(=O)N[C@H]1C(CCC[C@@H]1N1CCN(CC1)C(C)C)(F)F)C |r| rac-4-(1-cyclopropyl-1H-1,2,4-triazol-3-yl)-N-{(1R,6S)-2,2-difluoro-6-[4-(propan-2-yl)piperazin-1-yl]cyclohexyl}-4-methylpiperidine-1-carboxamide